6,7-dihydro-5H-1,4,2-dioxaazepin O1N=COCCC1